BrC1=C(N=C2N(C1=O)C=CC=C2C2=CC=C(C=C2)C(=O)N2CC(C2)OC)C(F)(F)F 3-bromo-9-(4-((3-methoxyazetidin-1-yl)carbonyl)phenyl)-2-(trifluoromethyl)-4H-pyrido[1,2-a]pyrimidin-4-one